ClC1=C(C=CC(=C1)F)NC(COC1=C(C=C(C=C1)C(C(=O)NC1CCCCC1)=O)OC)=O 2-(4-(2-((2-chloro-4-fluorophenyl)amino)-2-oxoethoxy)-3-methoxyphenyl)-N-cyclohexyl-2-oxoacetamide